ClC1=CC(=C(C(=C1)C)C=1C(N(C(=NN1)SC)C)=O)O (4-chloro-2-hydroxy-6-methyl-phenyl)-4-methyl-3-methylsulfanyl-1,2,4-triazin-5-one